C1(CC1)OC1=NC=CC(=C1)B1OC(C(O1)(C)C)(C)C (cyclopropoxy)-4-(4,4,5,5-tetramethyl-1,3,2-dioxaborolan-2-yl)pyridine